C12(CC3CC(CC(C1)C3)C2)CCNCCN2CCC(CC2)[C@H](C)N2C(=C(C3=CC=CC=C23)C(=O)NCC=2C(NC(=CC2OC)C)=O)C 1-((S)-1-(1-(2-((2-((3S,5S,7S)-adamantan-1-yl)ethyl)amino)ethyl)piperidin-4-yl)ethyl)-N-((4-methoxy-6-methyl-2-oxo-1,2-dihydro-pyridin-3-yl)methyl)-2-methyl-1H-indole-3-carboxamide